tert-Butyl 3-(2-bromophenyl)-3-fluoroazetidine-1-carboxylate BrC1=C(C=CC=C1)C1(CN(C1)C(=O)OC(C)(C)C)F